(R)-7-((S)-4,4-difluoro-1-methylpyrrolidin-2-yl)-4,4-difluoro-2-(1H-pyrazol-4-yl)-4,5,7,8-tetrahydro-3H-1-thia-5a,8-diazabenzo[cd]azulen-9(6H)-one FC1(C[C@H](N(C1)C)[C@H]1CN2C=3C(=C(SC3C(N1)=O)C=1C=NNC1)CC(C2)(F)F)F